[Cl-].F[N+](CCC1=CC=CC=C1)(F)F trifluorophenylethylammonium chloride